NC=1C=CC=2N(C3=CC=CC=C3C2C1)C1CCCCC1 3-amino-9-cyclohexyl-carbazole